CC1=C(C=CC=C1C)C=1C=CC(=NC1OC)C(=O)N1[C@@H](C/C(/C1)=N/OC)CO (S,Z)-(5-(2,3-dimethylphenyl)-6-methoxypyridin-2-yl)(2-(hydroxymethyl)-4-(methoxyimino)pyrrolidin-1-yl)methanone